N1C=C(C=2C1=NC=CC2)C=2N=NN(C2)C=2C=C(C=CC2)[C@]2(C(N(CC2)C)=O)O (R)-3-(3-(4-(1H-pyrrolo[2,3-b]pyridin-3-yl)-1H-1,2,3-triazol-1-yl)phenyl)-3-hydroxy-1-methylpyrrolidin-2-one